O=C(CC(=O)[O-])C1C(C1)C(NCC1=C(C(=C(C=C1)F)F)F)=O 3-oxo-3-[2-[(2,3,4-trifluorophenyl)methylcarbamoyl]cyclopropyl]propanoate